1-(3-((3-(dimethylamino)benzyl)(3-methoxybenzyl)amino)benzyl)piperazine-2,5-dione CN(C=1C=C(CN(C=2C=C(CN3C(CNC(C3)=O)=O)C=CC2)CC2=CC(=CC=C2)OC)C=CC1)C